C(#N)C=1C(=C(C=CC1)C1=CC=C(C=C1)CCCC(=O)NC=1C=NC=CC1)F 4-(3'-cyano-2'-fluoro-[1,1'-biphenyl]-4-yl)-N-(pyridin-3-yl)butanamide